1-(2-bromoethyl)-4-(methoxymethoxy)benzene BrCCC1=CC=C(C=C1)OCOC